Methyl 2-[[4-[1-tert-butoxycarbonyl-4-(4-pyridyl)pyrazol-3-yl]phenoxy] methyl]quinoline-3-carboxylate C(C)(C)(C)OC(=O)N1N=C(C(=C1)C1=CC=NC=C1)C1=CC=C(OCC2=NC3=CC=CC=C3C=C2C(=O)OC)C=C1